[Si]([O-])([O-])([O-])[O-].[Al+3].[Na+] sodium aluminum silicate salt